N-(5-bromoindan-4-yl)-acetamide BrC=1C(=C2CCCC2=CC1)NC(C)=O